aspartic acid β-ethyl ester CCOC([C@@H](N)CC(=O)O)=O